(R)-6-(6-(ethoxy-d5)pyridin-3-yl)-N-(2-(2-fluorophenyl)-2-hydroxyethyl)pyrazine-2-carboxamide C(C([2H])([2H])[2H])(OC1=CC=C(C=N1)C1=CN=CC(=N1)C(=O)NC[C@H](O)C1=C(C=CC=C1)F)([2H])[2H]